O1C(=CC=C1)C1=C(C=C(C=C1)CNC)NS(=O)(=O)C1=CC2=C(N=CS2)C=C1 N-(2-(furan-2-yl)-5-((methylamino)methyl)phenyl)benzothiazole-6-sulfonamide